dimethylhydroxypropyl glyceryl ether ammonium chloride [Cl-].[NH4+].C(C(O)CO)OCCC(O)(C)C